N-[3-(6-hydroxy-1,3-benzothiazol-2-yl)-1-bicyclo[1.1.1]pentanyl]-5-(1-methylsulfonylcyclopropyl)furan-2-carboxamide OC1=CC2=C(N=C(S2)C23CC(C2)(C3)NC(=O)C=3OC(=CC3)C3(CC3)S(=O)(=O)C)C=C1